6-(((1s,2s)-2-(hydroxymethyl)cyclopropyl)methoxy)-5-(3-methoxyazetidin-1-yl)picolinamide OC[C@@H]1[C@H](C1)COC1=C(C=CC(=N1)C(=O)N)N1CC(C1)OC